1-((6'-carboxy-4''-(dimethylcarbamoyl)-[1,1':3',1''-terphenyl]-4-yl)methyl)-2-ethoxy-1H-benzo[d]imidazole-7-carboxylic acid C(=O)(O)C1=CC=C(C=C1C1=CC=C(C=C1)CN1C(=NC2=C1C(=CC=C2)C(=O)O)OCC)C2=CC=C(C=C2)C(N(C)C)=O